tert-Butyl 3-((3-bromo-2-chloro-6-cyanophenoxy)methyl)piperazine-1-carboxylate BrC=1C(=C(OCC2CN(CCN2)C(=O)OC(C)(C)C)C(=CC1)C#N)Cl